COC(=O)C=1C=C(C2=C(N(C=N2)C/C(=C/CN)/F)C1)C1=CC(=CC=C1)S(=O)(=O)N1CCCC1 (Z)-1-(4-amino-2-fluorobut-2-en-1-yl)-4-(3-(pyrrolidin-1-ylsulfonyl)phenyl)-1H-benzo[d]imidazole-6-carboxylic acid methyl ester